COC=1C=C(C=CC1)CC(C)(N)C 1-(3-methoxyphenyl)-2-methylpropan-2-amine